C[C@H]1[C@@H](C[C@H]([C@@H](O1)O[C@H](C)CCCCC[C@H](CC(=O)O)O)O)OC(=O)C2=CNC3=CC=CC=C32 The molecule is a 4-O-(1H-indol-3-ylcarbonyl)ascaroside that is icas#16 in which the pro-R hydrogen beta to the carboxy group is replaced by a hydroxy group. It is a metabolite of the nematode Caenorhabditis elegans. It has a role as a Caenorhabditis elegans metabolite. It is an (omega-1)-hydroxy fatty acid ascaroside, a 3-hydroxy carboxylic acid, a 4-O-(1H-indol-3-ylcarbonyl)ascaroside and a monocarboxylic acid. It derives from an icas#16, a bhas#16 and a (3R,9R)-3,9-dihydroxydecanoic acid.